FC1=C(C=CC=C1)C1=CC(=CN1S(=O)(=O)C=1C=NC=CC1)C(=O)O 5-(2-fluorophenyl)-1-(pyridine-3-sulfonyl)-1H-pyrrole-3-formic acid